N1=C(C=CC=C1)C1=CC=C(C(=N1)NC1COCC1)NC1COCC1 6-(2-Pyridinyl)-N2,N3-bis(tetrahydrofuran-3-yl)pyridine-2,3-diamine